BrC1=CC=C(C=C1)NC(=S)N\N=C\1/C(NC2=CC(=CC=C12)OC)=O (Z)-N-(4-bromophenyl)-2-(6-methoxy-2-oxoindoline-3-ylidene)hydrazine-1-carbothioamide